1-(3-(1-(6-aminopyrimidin-4-yl)piperidin-3-yl)phenyl)-3-phenylurea NC1=CC(=NC=N1)N1CC(CCC1)C=1C=C(C=CC1)NC(=O)NC1=CC=CC=C1